tert-butyl 4-(2-(3,4-dimethoxyphenyl)-3-isopropyl-1H-indol-5-yl)-2-oxopiperidine-1-carboxylate COC=1C=C(C=CC1OC)C=1NC2=CC=C(C=C2C1C(C)C)C1CC(N(CC1)C(=O)OC(C)(C)C)=O